NC1=CC=C2C(=N1)CC[C@H]2NC([C@H](C)NC(=O)[C@@H]2NC[C@H](C2)C2=CC(=CC=C2)C#N)=O (2R,4R)-N-((S)-1-(((R)-2-amino-6,7-dihydro-5H-cyclopenta[b]pyridin-5-yl)amino)-1-oxopropan-2-yl)-4-(3-cyanophenyl)pyrrolidine-2-carboxamide